4-(7-Chloroimidazo[1,2-c]pyrimidin-5-yl)piperazine-1-carboxylic acid tert-butyl ester C(C)(C)(C)OC(=O)N1CCN(CC1)C1=NC(=CC=2N1C=CN2)Cl